ClC=1C=C(C=CC1OC1CCOCC1)[C@H]([C@@H](CN1CCCC1)NC(=O)[C@@H]1CN(CC1)C1=CC2=CC=C(C=C2C=C1)F)O (S)-N-((1R,2R)-1-(3-chloro-4-((tetrahydro-2H-pyran-4-yl)oxy)phenyl)-1-hydroxy-3-(pyrrolidin-1-yl)propan-2-yl)-1-(6-fluoronaphthalen-2-yl)pyrrolidine-3-carboxamide